[1,1':4',1'':4'',1'''-quaterphenyl]-4,4'''-dicarboxylic acid C1(=CC=C(C=C1)C(=O)O)C1=CC=C(C=C1)C1=CC=C(C=C1)C1=CC=C(C=C1)C(=O)O